FC=1C(=C(C=CC1F)NC(\C=C\C1=CC=C(C=C1)OC)=O)OC1=CC=C(C=C1)F (E)-N-(3,4-difluoro-2-(4-fluorophenoxy)phenyl)-3-(4-methoxyphenyl)acrylamide